1-(5-((1-(isopropylsulfonyl)piperidin-4-yl)methyl)pyrazolo[1,5-a]pyridin-3-yl)dihydropyrimidine-2,4(1H,3H)-dione ethyl-4-chloro-2-(2-methoxyphenyl)-1,5-naphthyridine-3-carboxylate C(C)OC(=O)C=1C(=NC2=CC=CN=C2C1Cl)C1=C(C=CC=C1)OC.C(C)(C)S(=O)(=O)N1CCC(CC1)CC1=CC=2N(C=C1)N=CC2N2C(NC(CC2)=O)=O